(1R,2S)-1-(2-chlorophenyl)-N1-methyl-N2-neopentylcyclohexane-1,2-diamine ClC1=C(C=CC=C1)[C@]1([C@H](CCCC1)NCC(C)(C)C)NC